Cl.NCC(CNC(=O)C1=NN2C(N=C(C=C2C2=CC=CC=C2)C2=CC=CC=C2)=C1)C N-(3-amino-2-methylpropyl)-5,7-diphenylpyrazolo[1,5-a]pyrimidine-2-carboxamide hydrochloride